5-{(3'R)-1'-[2,2-difluoro-1-(1H-imidazol-2-yl)ethyl]-6,7-dihydrospiro[pyrazolo[5,1-c][1,4]oxazine-4,3'-pyrrolidin]-2-yl}-3-(trifluoromethyl)pyridin-2-amine FC(C(C=1NC=CN1)N1C[C@@]2(CC1)OCCN1C2=CC(=N1)C=1C=C(C(=NC1)N)C(F)(F)F)F